(3-chloro-6-methoxypyridin-2-yl)[6-{[2-(5-Chloropyridin-2-yl)imidazo[1,2-a]pyridin-3-yl]methyl}-2,6-diazabicyclo[3.2.2]non-2-yl]methanone ClC=1C(=NC(=CC1)OC)C(=O)N1C2CN(C(CC1)CC2)CC2=C(N=C1N2C=CC=C1)C1=NC=C(C=C1)Cl